FC(CC1=C(NC2=CC=C(C=C12)C(=O)N1CCN(CCC1)C)C1=CC(=NC(=C1)C)C)F (3-(2,2-difluoroethyl)-2-(2,6-dimethylpyridin-4-yl)-1H-indol-5-yl)(4-methyl-1,4-diazepan-1-yl)methanone